racemic-2-(((3-butyl-3-ethyl-7-(methylthio)-1,1-dioxido-5-phenyl-2,3,4,5-tetrahydro-1,5-benzothiazepin-8-yl)methyl)thio)acetic acid C(CCC)[C@]1(CS(C2=C(N(C1)C1=CC=CC=C1)C=C(C(=C2)CSCC(=O)O)SC)(=O)=O)CC |r|